(E)-fluorenylmethoxycarbonyl-N'-trityl-L-glutamine-4-oxo-4-phenyl-2-buten-2-yl ester O=C(C=C(C)OC([C@@H](NC(=O)OCC1=CC=CC=2C3=CC=CC=C3CC12)CCC(NC(C1=CC=CC=C1)(C1=CC=CC=C1)C1=CC=CC=C1)=O)=O)C1=CC=CC=C1